[Cl-].COC1=NC(=NC(=N1)OC)[N+]1(CCOCC1)C 4-(4,6-dimethoxy-1,3,5-triazin-2-yl)-4-methylmorpholin-4-ium chloride